CN(C)CC1=C(C(=CC=C1)O)CN(C)C bis((dimethylamino)methyl)phenol